CNS(=O)(=O)C1=CC=C(C=C1)NC N-methyl-4-(methylamino)benzenesulfonamide